ClC=1N=C(C=2OCCNC2N1)OCCC1=CNC2=CC=CC=C12 2-chloro-4-[2-(1H-indol-3-yl)ethoxy]-7,8-dihydro-6H-pyrimido[5,4-b][1,4]oxazine